5-(2,5-dimethoxybenzylidene)-2-methyl-2-phenyl-1,3-dioxane-4,6-dione COC1=C(C=C2C(OC(OC2=O)(C2=CC=CC=C2)C)=O)C=C(C=C1)OC